N-({(1r,4r)-4-[6-(5-cyclopropylpyrimidin-2-yl)-2H-indazol-2-yl]cyclohexyl}methyl)-3,5-difluoro-4-hydroxybenzamide C1(CC1)C=1C=NC(=NC1)C=1C=CC2=CN(N=C2C1)C1CCC(CC1)CNC(C1=CC(=C(C(=C1)F)O)F)=O